N=1C=NN2C1C=C(C=C2)OC2=CC(=C(C=C2C)NC2=NC=NC1=CC(=C(C=C21)OC2CN(C2)C(C=C)=O)OC)OC 1-(3-((4-((4-([1,2,4]triazolo[1,5-a]pyridin-7-yloxy)-2-methoxy-5-methylphenyl)amino)-7-methoxyquinazolin-6-yl)oxy)azetidin-1-yl)prop-2-en-1-one